FC=1C=C2NC=CC2=C2COC(NCCCCCC(C3=CN=C(C=4C(=CC=C(OC12)C4)F)N3)C=3C(=C(C=CC3)CCC(=O)O)F)=O 3-[3-(23,29-Difluoro-13-oxo-14,25-dioxa-3,12,20,31-tetrazapentacyclo[24.3.1.12,5.016,24.017,21]hentriaconta-1(30),2,4,16,18,21,23,26,28-nonaen-6-yl)-2-fluoro-phenyl]propanoic acid